1-(5-bromopyridin-3-yl)-N-methyl-methylamine BrC=1C=C(C=NC1)CNC